ClC=1C(=NN(C1C(=O)NCC1=CC=C(C=C1)OC1=CC=C(C=C1)C)C)CC 4-chloro-3-ethyl-1-methyl-N-{[4-(4-methylphenoxy)phenyl]-methyl}-1H-pyrazole-5-carboxamide